COC(O)=O.FCC fluoroethane methyl-carbonate